C1(CC(=O)OCCCCCCO1)=O 2-hexylene malonate